C(C)NC1=CC2=C(NC(=N2)C2=NN(C=3C[C@@]4([C@H](CC23)C4)C)COCC[Si](C)(C)C)C=C1C N-ethyl-6-methyl-2-((4aS,5aR)-5a-methyl-1-((2-(trimethylsilyl)ethoxy)methyl)-1,4,4a,5,5a,6-hexahydrocyclopropa[f]indazol-3-yl)-1H-benzo[d]imidazol-5-amine